C(C)(C)(C)[C@H]1C[C@H]2C([C@@](N1CC2)(COC)CO)=O (1R,2S,4S,6R)-6-(tert-butyl)-2-(hydroxymethyl)-2-(methoxymethyl)quinuclidin-3-one